1-(9-fluorenylmethoxycarbonyl)amino-3,6,9,12,15,18-hexaoxaheneicosane-21-oic acid C1=CC=CC=2C3=CC=CC=C3C(C12)COC(=O)NCCOCCOCCOCCOCCOCCOCCC(=O)O